(S)-3-(1-oxo-6-(piperazin-1-yl)isoindolin-2-yl)piperidine-2,6-dione O=C1N(CC2=CC=C(C=C12)N1CCNCC1)[C@@H]1C(NC(CC1)=O)=O